((4-(6-chloropyridin-2-yl)piperidin-1-yl)methyl)-7-fluoro-1-(oxetan-2-ylmethyl)-1H-benzo[d]imidazole-6-carboxylic acid methyl ester COC(=O)C=1C=CC2=C(N(C(=N2)CN2CCC(CC2)C2=NC(=CC=C2)Cl)CC2OCC2)C1F